2-methoxy-5-[[2-oxo-2-[(2R,5S)-5-methyl-2-[2-[(3S)-1,5,5-trimethylpyrrolidin-3-yl]-1,3-benzothiazol-5-yl]-1-piperidyl]acetyl]amino]pyridine-3-carboxamide COC1=NC=C(C=C1C(=O)N)NC(C(N1[C@H](CC[C@@H](C1)C)C=1C=CC2=C(N=C(S2)[C@@H]2CN(C(C2)(C)C)C)C1)=O)=O